FC=1C(=C(C=CC1)NC(=O)NC=1C=C2C(N(C=NN2C1)CC1(CCNCC1)O)=O)C 1-(3-fluoro-2-methylphenyl)-3-(3-((4-hydroxypiperidin-4-yl)methyl)-4-oxo-3,4-dihydropyrrolo[2,1-f][1,2,4]triazin-6-yl)urea